C[SiH](C)[Zr](C1C(=CC2=C(C=3CCCC3C=C12)C1=CC=C(C=C1)C(C)(C)C)C)C1C(=CC2=C(C=CC=C12)C1=CC=C(C=C1)C(C)(C)C)C(C)C dimethylsilyl-(4-(4-(tert-butyl)phenyl)-2-isopropyl-1H-inden-1-yl)(4-(4-(tert-butyl)phenyl)-2-methyl-1,5,6,7-tetrahydro-s-indacen-1-yl)zirconium